C1CNCCC12CCC(CC2)CCC2=CC=CC=1N(C(N(C12)C)=O)C1CNCCC1 3-[4-[2-(3-azaspiro[5.5]undecan-9-yl)ethyl]-3-methyl-2-oxo-benzimidazol-1-yl]piperidine